(S)-N-(5-methoxy-1,2,3,4-tetrahydronaphthalen-2-yl)propanamide COC1=C2CC[C@@H](CC2=CC=C1)NC(CC)=O